(4-iodo-2-(trifluoromethyl)phenyl)methylamine IC1=CC(=C(C=C1)CN)C(F)(F)F